ClC1=C(C(Cl)=NO)C=CC=C1Cl 2,3-dichlorobenzaldehyde chloroxime